tert-butyl 4-(2-(3-bromopropyl)-1,3-dioxo-2,3-dihydro-1H-xantheno[2,1,9-def]isoquinolin-9-yl)benzoate BrCCCN1C(C2=CC=C3C=4C2=C(C1=O)C=CC4OC4=CC=C(C=C43)C4=CC=C(C(=O)OC(C)(C)C)C=C4)=O